((1S,2R,3R,5R)-3-amino-2-fluoro-8-azabicyclo[3.2.1]octan-8-yl)-5-(4-chloro-2-methyl-2H-indazol-5-yl)-3-methyl-3,7-dihydro-4H-pyrrolo[2,3-d]pyrimidin N[C@H]1[C@H]([C@@H]2CC[C@H](C1)N2C=2N(CC1=C(N2)NC=C1C1=C(C2=CN(N=C2C=C1)C)Cl)C)F